C1SC[C@H]2[C@@H]1CC(C2)CS(=O)(=O)[O-] (3aR,5r,6aS)-hexahydro-1H-cyclopenta[c]thiophen-5-ylmethanesulfonate